[F-].C(C)[N+](CC)(CC)CC tetraethyl-ammonium fluoride